C(C1=CC=CC=C1)N1CC=2C(N(C=3N(C2CC1)CCN3)CC3=C(C=CC=C3)C(F)(F)F)=O 7-benzyl-4-(2-(trifluoromethyl)benzyl)-1,2,6,7,8,9-hexahydroimidazo[1,2-a]pyrido[3,4-e]pyrimidin-5(4H)-one